2-Ethyl-7-(fluoromethyl)-2,5-dihydro-4H-pyrazolo[3,4-d]pyridazin-4-one C(C)N1N=C2C(=NNC(C2=C1)=O)CF